CS(=O)(=O)N1N=CC(=C1)C=1SC=C(N1)C(=O)N 2-(1-(methylsulfonyl)-1H-pyrazol-4-yl)thiazole-4-carboxamide